1,3,5-tri-O-benzoyl-α-D-ribofuranose C1=CC=C(C=C1)C(=O)OC[C@@H]2[C@H]([C@H]([C@H](O2)OC(=O)C3=CC=CC=C3)O)OC(=O)C4=CC=CC=C4